(Z)-ethyl 3-amino-4,4,4-trifluorobut-2-enoate N\C(=C/C(=O)OCC)\C(F)(F)F